FC(S(=O)(=O)O)(F)F.[Ru] ruthenium trifluoromethanesulfonic acid